1-Cyclopropyl-6,7-difluoro-2-(pyrimidin-5-yl)-1H-benzo[d]imidazol C1(CC1)N1C(=NC2=C1C(=C(C=C2)F)F)C=2C=NC=NC2